(5S,7S)-5-(2-chlorophenyl)-2-cyclopropylsulfonyl-7-fluoro-6,7-dihydro-5H-pyrrolo[1,2-b][1,2,4]triazole ClC1=C(C=CC=C1)[C@@H]1C[C@@H](C=2N1N=C(N2)S(=O)(=O)C2CC2)F